C(#N)[C@@H]1C[C@@]2(CN1C([C@H](CC(C)C)N(C(OCC1=CC=CC=C1)=O)C)=O)C(NC1=CC=C(C=C12)C)=O benzyl ((S)-1-((3R,5'S)-5'-cyano-5-methyl-2-oxospiro[indoline-3,3'-pyrrolidin]-1'-yl)-4-methyl-1-oxopentan-2-yl)(methyl)carbamate